8-((1,10-phenanthrolin-5-yl)thio)octyl (3-(triethoxysilyl)propyl)carbamate C(C)O[Si](CCCNC(OCCCCCCCCSC1=C2C=CC=NC2=C2N=CC=CC2=C1)=O)(OCC)OCC